2-(2,6-dioxopiperidin-3-yl)-5-((3-(cis-3-(3-methyl-4-(6-(4-methylpiperazin-1-yl)quinoxalin-2-yl)-1H-pyrazol-1-yl)cyclobutyl)propyl)amino)isoindoline-1,3-dione O=C1NC(CCC1N1C(C2=CC=C(C=C2C1=O)NCCC[C@@H]1C[C@@H](C1)N1N=C(C(=C1)C1=NC2=CC=C(C=C2N=C1)N1CCN(CC1)C)C)=O)=O